C(C)(=O)O[C@@H]1[C@H]([C@@H](O)O[C@@H]([C@H]1OC(C)=O)COC(C)=O)N=[N+]=[N-] 3,4,6-tri-O-acetyl-2-azido-2-deoxy-alpha-D-glucopyranose